C(C1=CC=CC=C1)NC(=O)C=1OC=C(N1)C1=NC(=NC=C1)NC1=CC=NN1C N-benzyl-4-(2-((1-methyl-1H-pyrazol-5-yl)amino)pyrimidin-4-yl)oxazole-2-carboxamide